[Si](C1=CC=CC=C1)(C1=CC=CC=C1)(C(C)(C)C)OC[C@@H](C)OC1=C(C(=O)OC)C(=CC(=C1F)C)O methyl (R)-2-((1-((tert-butyldiphenylsilyl)oxy)propan-2-yl)oxy)-3-fluoro-6-hydroxy-4-methylbenzoate